molybdenum fluoride [Mo](F)(F)(F)F